N[C@H](C1CCN(CC1)C(=O)C=1C=C(C(NC1)=O)Cl)C1=C(C(=C(C=C1O)C)Cl)F 5-[4-[(R)-amino(3-chloro-2-fluoro-6-hydroxy-4-methylphenyl)methyl]piperidine-1-carbonyl]-3-chloro-1H-pyridin-2-one